NC1=CC=C(C=N1)/C=C/C(=O)NCC=1OC2=C(C1)C=C(C=C2C(F)(F)F)C=2C(=NOC2C2=CC=C(C=C2)F)C (E)-3-(6-aminopyridin-3-yl)-N-((5-(5-(4-fluorophenyl)-3-methylisoxazol-4-yl)-7-(trifluoromethyl)benzofuran-2-yl)methyl)acrylamide